3-methylen-oxetan C=C1COC1